BrC1=NC(=CC(=C1)[C@@H]1N(CCN([C@H]1CO)CC1=CC=C(C=C1)OC)C(C)=O)Cl trans-1-(2-(2-bromo-6-chloropyridin-4-yl)-3-(hydroxymethyl)-4-(4-methoxybenzyl)piperazin-1-yl)ethan-1-one